ClC1=C(C=CC=C1)C1N2C(COC1)=NC1=C2C=C(C=C1)C=1C=NC(=NC1)N1CC2N(CC1)C(NC2)=O 7-(5-(4-(2-chlorophenyl)-3,4-dihydro-1H-benzo[4,5]imidazo[2,1-c][1,4]oxazin-7-yl)pyrimidin-2-yl)hexahydroimidazo[1,5-a]pyrazin-3(2H)-one